(2R,3S,4R,5R)-5-{4-aminopyrrolo[2,1-f][1,2,4]triazin-7-yl}-5-cyano-2-{[(2-cyclohexylacetyl) oxy] methyl}-4-hydroxyoxolan-3-yl (2S)-2-amino-3-methylbutanoate N[C@H](C(=O)O[C@@H]1[C@H](O[C@@]([C@@H]1O)(C#N)C1=CC=C2C(=NC=NN21)N)COC(CC2CCCCC2)=O)C(C)C